O1CCC(CC1)NC(N)=O N'-oxaN-4-yl-urea